IC1=C(C=CC=C1)N1C=CC2=C(C=CC=C12)Br 1-(2-iodophenyl)-4-bromo-1H-indole